(S)-N-(1-(2-chloroacetyl)-7-(4-fluorobenzyl)-2-methyl-2,3-dihydro-1H-pyrido[2,3-b][1,4]oxazin-6-yl)propionamide ClCC(=O)N1C2=C(OC[C@@H]1C)N=C(C(=C2)CC2=CC=C(C=C2)F)NC(CC)=O